2,3-diaminobenzamide NC1=C(C(=O)N)C=CC=C1N